C(C1=CC=CC=C1)OC(=O)C=1C=C(C=CC1)B(O)O 3-BENZYLOXYCARBONYLPHENYLBORONIC ACID